BrC1=CC(=NC=C1)OCCCC(C)(C)NC(OC(C)(C)C)=O tert-butyl (5-((4-bromopyridin-2-yl)oxy)-2-methylpentan-2-yl)carbamate